CC=1C=CC(=C(C1)N1C(SC(=C1C=1C=C(C(=O)NCCCCC2=CC=CC=C2)C=CC1)C)=O)OC 3-(3-(5-methyl-2-methoxyphenyl)-5-methyl-4-thiazolinonyl)-N-(4-phenylbutyl)benzamide